((1R,5S,6r)-3-(3-(4-chloro-2-methyl-3,7-dihydro-2H-indazol-5-yl)-1H-pyrazolo[3,4-b]pyrazin-6-yl)-6-(6-methyl-1,6-dihydropyridin-2-yl)-3-azabicyclo[3.1.0]hexan-6-yl)methanamine ClC1=C2CN(N=C2CC=C1C1=NNC2=NC(=CN=C21)N2C[C@H]1C([C@H]1C2)(C=2NC(C=CC2)C)CN)C